ClC=1C(N(C(=CC1OCC1=NC=C(C=C1F)F)C)C1=CC(=NC=C1C)C1=CC=C2C(=N1)C1(C(N2)=O)CC1)=O (S)-5'-(3-chloro-4-((3,5-difluoropyridin-2-yl)methoxy)-5',6-dimethyl-2-oxo-2H-[1,4'-bipyridyl]-2'-yl)spiro[cyclopropane-1,3'-pyrrolo[3,2-b]pyridin]-2'(1'H)-one